C(C)(=O)OCC(=O)C1=CC(=NC(=C1C(=O)[O-])Cl)C=1C=NN(C1C1=C(C(=CC(=C1C#N)OC1CC1)Cl)F)C 4-(2-acetoxyacetyl)-2-chloro-6-(5-(3-chloro-6-cyano-5-cyclopropoxy-2-fluorophenyl)-1-Methyl-1H-pyrazol-4-yl)nicotinate